C(C)(=O)NCCCC[C@H](N)C(=O)O N(6)-acetyl-L-lysine